N[C@H]1CCC2=CC(=CC=C12)N1C(=NC=2C1=NC(=CC2)N2N=CC(=C2)CO)C=2C(=NC=CC2)N (S)-(1-(3-(1-amino-2,3-dihydro-1H-inden-5-yl)-2-(2-aminopyridin-3-yl)-3H-imidazo[4,5-b]pyridin-5-yl)-1H-pyrazol-4-yl)methanol